3-Trifluoromethylbenzoyl chloride FC(C=1C=C(C(=O)Cl)C=CC1)(F)F